ClC1=CC=C(CNC(NC2CC3(CC(C3)NC(C3=C(C=CC=C3)C#N)=O)C2)=O)C=C1 N-(6-(3-(4-chlorobenzyl)ureido)spiro[3.3]hept-2-yl)-2-cyanobenzamide